C(C1=CC=CC=C1)N(C(C#CC)=O)C1=NOC(=N1)C1=CC=CC=C1 N-benzyl-N-(5-phenyl-1,2,4-oxadiazol-3-yl)but-2-ynamide